C1N(CCC12CNCC2)C2=C(C(N(C1=CC=CC=C21)C)=O)C#N 4-(2,7-diazaspiro[4.4]non-2-yl)-1-methyl-2-oxo-1,2-dihydroquinoline-3-carbonitrile